FC=1C=C2C=CC=NC2=CC1 6-fluoro-quinolin